6-(4-amino-2-methoxyphenyl)-7-bromo-5-{3-fluoro-4-[(4-methylpyrimidin-2-yl)oxy]phenyl}-5H-pyrrolo[3,2-d]pyrimidin-4-amine NC1=CC(=C(C=C1)C1=C(C=2N=CN=C(C2N1C1=CC(=C(C=C1)OC1=NC=CC(=N1)C)F)N)Br)OC